DL-theanine N[C@@H](CCC(=O)NCC)C(=O)O |r|